N-[(1s,4s)-4-{[6-chloro-2-(trifluoromethyl)quinolin-4-yl]amino}cyclohexyl]-1H-indazole-7-carboxamide ClC=1C=C2C(=CC(=NC2=CC1)C(F)(F)F)NC1CCC(CC1)NC(=O)C=1C=CC=C2C=NNC12